BENZOQUINON C1(C=CC(C=C1)=O)=O